N(=O)[Mo]N=O Dinitrosylmolybdenum